(2S,4r)-4-hydroxy-1-[(2S)-2-[4-(4-methoxybenzoyl)triazol-1-yl]-3,3-dimethyl-butyryl]-N-methyl-pyrrolidine-2-carboxamide O[C@@H]1C[C@H](N(C1)C([C@H](C(C)(C)C)N1N=NC(=C1)C(C1=CC=C(C=C1)OC)=O)=O)C(=O)NC